6-(4-((S)-2-((1r,4S)-4-(((tert-butoxycarbonyl)amino)methyl)cyclohexanecarboxamido)-3-(naphthalen-2-yl)propoxy)phenyl)quinoline-4-carboxylic acid C(C)(C)(C)OC(=O)NCC1CCC(CC1)C(=O)N[C@H](COC1=CC=C(C=C1)C=1C=C2C(=CC=NC2=CC1)C(=O)O)CC1=CC2=CC=CC=C2C=C1